O=S1(N(CC(N1)=O)C1=C(C=C(C=C1O)NS(=O)(=O)C1=CC=CC=C1)F)=O N-[4-(1,1-dioxido-4-oxo-1,2,5-thiadiazolidin-2-yl)-3-fluoro-5-hydroxyphenyl]benzenesulfonamide